C(#N)C=1N=C(C(=NC1)C(=O)NC=1C=C2C(=NNC2=CC1)C1=COC=C1)C 5-cyano-N-(3-(furan-3-yl)-1H-indazol-5-yl)-3-methylpyrazine-2-carboxamide